2-(azepan-1-yl)-5-chloro-4,6-dimethylnicotinic acid N1(CCCCCC1)C1=C(C(=O)O)C(=C(C(=N1)C)Cl)C